tert-butyl (3,4-difluorobenzyl)(5-formyl-2,3-dihydro-1H-inden-1-yl)carbamate FC=1C=C(CN(C(OC(C)(C)C)=O)C2CCC3=CC(=CC=C23)C=O)C=CC1F